COC1=C(C=C2C(=NC(=NC2=C1)C)N[C@H](C)C1=CC(=CC(=C1)C(F)(F)F)[N+](=O)[O-])C1CCC(CC1)C(=O)O (1R,4R)-4-(7-Methoxy-2-methyl-4-(((R)-1-(3-nitro-5-(trifluoromethyl)phenyl)ethyl)amino)quinazolin-6-yl)cyclohexane-1-carboxylic acid